tert-butyl (S)-6-(7-bromo-4-((5-methyl-1-(methylamino)-1-oxohexan-3-yl)amino)pyrido[3,2-d]pyrimidin-2-yl)-2,6-diazaspiro[3.4]octane-2-carboxylate BrC1=CC=2N=C(N=C(C2N=C1)N[C@H](CC(=O)NC)CC(C)C)N1CC2(CN(C2)C(=O)OC(C)(C)C)CC1